CC1(C2(CC3CC(CC1C3)C2)C)C Trimethyladamantan